3-[(1-acetylpiperidin-4-yl)methyl]-8-(2-chlorophenyl)-7-(4-chlorophenyl)-1H-purine-2,6-dione C(C)(=O)N1CCC(CC1)CN1C(NC(C=2N(C(=NC12)C1=C(C=CC=C1)Cl)C1=CC=C(C=C1)Cl)=O)=O